(R)-1-(5-((hexahydropyrazino[2,1-c][1,4]oxazin-8(1H)-yl)methyl)pyrazolo[1,5-a]pyridin-3-yl)dihydropyrimidine-2,4(1H,3H)-dione C1OCCN2[C@@H]1CN(CC2)CC2=CC=1N(C=C2)N=CC1N1C(NC(CC1)=O)=O